C(C)(=O)O[C@H](CN(C(C1=CN=CC(=C1)C#CC=1C=NN(C1)C(F)F)=O)C)CC1=CC=CC=C1 (S)-1-(5-((1-(difluoromethyl)-1H-pyrazol-4-yl)ethynyl)-N-methylnicotinamido)-3-phenylpropan-2-yl acetate